C1=CC=CC=2C3=CC=CC=C3C(C12)COC(=O)N[C@@H]1C[C@H](N(C1)C(=O)OC(C)(C)C)C(NC1=NC(=CC=C1)Br)=O (2S,4R)-tert-butyl 4-((((9H-fluoren-9-yl)methoxy)carbonyl)amino)-2-((6-bromopyridin-2-yl)carbamoyl)pyrrolidine-1-carboxylate